COC(CCCCCCCCCC\C=C/CCO)OC (3Z)-15,15-dimethoxy-3-pentadecen-1-ol